(S)-5-((((3'-Chloro-2'-(2-chloro-3-((3-fluoro-4-((3-methoxyazetidin-1-yl)methyl)pyridin-2-yl)amino)phenyl)-6-methoxy-[2,4'-bipyridin]-5-yl)methyl)amino)methyl)pyrrolidin-2-one ClC=1C(=NC=CC1C1=NC(=C(C=C1)CNC[C@@H]1CCC(N1)=O)OC)C1=C(C(=CC=C1)NC1=NC=CC(=C1F)CN1CC(C1)OC)Cl